O=C1NC(CCC1N1C(C2=CC=C(C=C2C1=O)NCCCCCCCC(=O)N1CCN(CC1)C1=CC=C(C=C1)NC1=NN2C(C=CC=C2C2=CC=C(C=C2)S(=O)(=O)C)=N1)=O)=O 2-(2,6-dioxopiperidin-3-yl)-5-((8-(4-(4-((5-(4-(methylsulfonyl)phenyl)-[1,2,4]triazolo[1,5-a]pyridin-2-yl)amino)phenyl)piperazin-1-yl)-8-oxooctyl)amino)isoindoline-1,3-dione